4-cyclohexanediyl-2,5-bis(trifluoromethyl)oxazole 8-(o-tolyl)-tetracyclo[4.4.0.12,5.17,10]-3-dodecenebenzyl-((6-chloro-[1,2,4]triazolo[4,3-a]pyridin-3-yl)methyl)carbamate C1(=C(C=CC=C1)C1C2C3C4C=CC(C3(C(C1)C2)C2=CC=CC=C2CN(C(O)=O)CC2=NN=C1N2C=C(C=C1)Cl)C4)C.C4(CCCCC4)=C4N=C(OC4C(F)(F)F)C(F)(F)F